C[C@H]1N(C[C@@H](N(C1)C(C(=O)NC1=C2C(=CN=C1)NN=C2)=O)C2=CC=CC=C2)C(C(C)(C)C)=O 2-((2S,5R)-5-methyl-2-phenyl-4-pivaloylpiperazin-1-yl)-2-oxo-N-(1H-pyrazolo[3,4-c]pyridin-4-yl)acetamide